(R)-6-(1-ethoxyvinyl)-7-methoxy-2-Methyl-N-(1-(3-nitro-5-(trifluoromethyl)phenyl)ethyl)pyrido[2,3-d]pyrimidin-4-amine C(C)OC(=C)C1=CC2=C(N=C(N=C2N[C@H](C)C2=CC(=CC(=C2)C(F)(F)F)[N+](=O)[O-])C)N=C1OC